N-(4-(2-methoxyphenoxy)phenyl)thiourea COC1=C(OC2=CC=C(C=C2)NC(=S)N)C=CC=C1